NC=1C2=C(N=CN1)N(C=C2)[C@H]2[C@@H]([C@]([C@H](O2)COC=2C=C(C=CC2)NC(=O)N)(C)O)O 1-(3-(((2R,3S,4R,5R)-5-(4-amino-7H-pyrrolo[2,3-d]pyrimidin-7-yl)-3,4-dihydroxy-3-methyltetrahydrofuran-2-yl)methoxy)phenyl)urea